[2-(methoxymethoxy)-4-[1-methyl-4-(trifluoromethyl)imidazol-2-yl]phenyl]methanamine COCOC1=C(C=CC(=C1)C=1N(C=C(N1)C(F)(F)F)C)CN